3,4-di(benzyloxy)phenylacetic acid C(C1=CC=CC=C1)OC=1C=C(C=CC1OCC1=CC=CC=C1)CC(=O)O